1-(2,5-dichlorophenyl)-3-[1-(3,5-difluorophenyl)-4-methyl-5-oxopyrrolidine-3-yl]thiourea ClC1=C(C=C(C=C1)Cl)NC(=S)NC1CN(C(C1C)=O)C1=CC(=CC(=C1)F)F